5-bromo-2-(ethoxycarbonyl)pyrimidine 1-oxide BrC=1C=NC(=[N+](C1)[O-])C(=O)OCC